C1(=CC=C(C=C1)CO)CO 1,4-benzendimethanol